C1(CCC(CC1)C(C)C)(C)OC(C(C)(O)C)O (1-Menthoxy)-2-methylpropane-1,2-diol